OCCCOC1=CC=C(C=C1)C1CCN(CC1)C=1C(=C(C#N)C=CC1)C(F)(F)F [4-[4-(3-hydroxypropoxy)phenyl]-1-piperidyl]-2-(trifluoromethyl)benzonitrile